C1(CC1)NC1=NC=CC(=C1)C(=O)O 2-(cyclopropylamino)pyridine-4-carboxylic acid